BrC1=C(C=C(C(=C1)[N+](=O)[O-])I)F 1-bromo-2-fluoro-4-iodo-5-nitrobenzene